4-((1-(oxetan-3-yl)piperidin-4-yl)oxy)-3-(trifluoromethyl)aniline O1CC(C1)N1CCC(CC1)OC1=C(C=C(N)C=C1)C(F)(F)F